C(=C)C1OC(OC1)=O 4-vinyl-1,3-dioxolan-one